C(N)(=N)C=1C=C(SC1)[C@@H](C)NC(=O)C1N(C2CC2C1)C(CNC(=O)C=1C=CC=2C(C3=CC=CC=C3C2C1)(F)F)=O N-((R)-1-(4-carbamimidoylthiophen-2-yl)ethyl)-2-((9,9-difluoro-9H-fluorene-3-carbonyl)glycyl)-2-azabicyclo[3.1.0]hexane-3-carboxamide